Cis-4-Octenol C(CC\C=C/CCC)O